S1C(=NC2=C1C=CC=C2)[C@H]2N(CCC1=C2N=CN1)C(=O)C1=NN=C(O1)C1CN(C1)C(=O)OC(C)(C)C (S)-tert-butyl 3-(5-(4-(benzo[d]thiazol-2-yl)-4,5,6,7-tetrahydro-1H-imidazo[4,5-c]pyridine-5-carbonyl)-1,3,4-oxadiazol-2-yl)azetidine-1-carboxylate